(cis)-4-((5-(N-(2-cyclopropyl-4-iodo-5-methylphenyl)but-2-ynamido)-1-methyl-1H-pyrazolo[4,3-b]pyridin-3-yl)oxy)-2,2-dimethylcyclohexane-1-carboxylic acid C1(CC1)C1=C(C=C(C(=C1)I)C)N(C(C#CC)=O)C1=CC=C2C(=N1)C(=NN2C)O[C@H]2CC([C@H](CC2)C(=O)O)(C)C